((4-((4,5-dimethylthiazol-2-yl)oxy)-3-methylphenyl)carbamoyl)-3-methoxycyclobutane-1-carboxamide CC=1N=C(SC1C)OC1=C(C=C(C=C1)NC(=O)C1(CC(C1)OC)C(=O)N)C